C(C)(C)(C)OC(=O)N[C@@H](C(=O)OC)C methyl (2R)-2-[(tert-butoxycarbonyl)amino]propanoate